FC(CS(=O)C1=C(C=C(C(=C1)OCCCCC(C)(C)C)F)C)(F)F 4-Fluoro-2-methyl-5-(5,5-dimethylhexyloxy)phenyl 2,2,2-trifluoroethyl sulfoxide